C(C)N1CC(CCC1)C1=CC=2C(=CN=NC2N)S1 (1-ethyl-3-piperidyl)thieno[2,3-d]pyridazin-4-amine